P(=O)(OCCCCCC)([O-])[O-] D-6-hexyl phosphate